CN(\C=C(\C(=O)C1=CC(=C(C(=C1)F)NC(C)=O)F)/F)C (Z)-N-(4-(3-(dimethylamino)-2-fluoroacryloyl)-2,6-difluorophenyl)acetamide